OC=1C=C(C)C=CC1 m-hydroxytoluene